1-(5-(9-phenyl-6,7,8,9-tetrahydroimidazo[1,2-a:5,4-b']dipyridin-2-yl)pyrimidin-2-yl)piperidin-4-ol C1(=CC=CC=C1)C1CCCC=2N1C1=NC(=CC=C1N2)C=2C=NC(=NC2)N2CCC(CC2)O